t-pentyliminotris(ethylmethylamino)tantalum C(C)(C)(CC)N=[Ta](N(CC)C)(N(CC)C)N(C)CC